C(C)(=O)N1C(CN(CC1)C1=NC(=C(C2=C1C(N1[C@@H](CO2)CN(CC1)C(C=C)=O)=O)Cl)C1=C(C=CC=C1O)F)(C)C (6aR)-1-(4-acetyl-3,3-dimethylpiperazin-1-yl)-8-acryloyl-4-chloro-3-(2-fluoro-6-hydroxyphenyl)-6,6a,7,8,9,10-hexahydro-12H-pyrazino[2,1-c]pyrido[3,4-f][1,4]oxazepin-12-one